CC=1C=C(C=CC1)\C=N\NC=1N=C(C2=C(N1)CN(C2)[C@H]2CNCC2)N2CCOCC2 2-{(2E)-2-[(3-methylphenyl)methylidene]hydrazinyl}-4-(morpholin-4-yl)-6-[(3R)-pyrrolidin-3-yl]-6,7-dihydro-5H-pyrrolo[3,4-d]pyrimidine